CO[Si](CCCNCCC[Si](OC)(OC)OC)(OC)OC bis-{3-(trimethoxysilyl)propyl}amine